7-methoxy-4-(pyridin-3-yl)methylaminoquinoline COC1=CC=C2C(=CC=NC2=C1)NCC=1C=NC=CC1